C(C)(C)(C)OC(=O)N[C@H](C=1N=C2N(N=CC(=C2)C(C2C(N(C(C2)C(F)(F)F)C(=O)OC(C)(C)C)=O)O)C1)C1CCC(CC1)(F)F tert-butyl 3-((2-((S)-((tert-butoxycarbonyl)amino)(4,4-difluorocyclohexyl)methyl)imidazo[1,2-b]pyridazin-7-yl)(hydroxy)methyl)-2-oxo-5-(trifluoromethyl)pyrrolidine-1-carboxylate